4-(4-{6-[4'-(methoxycarbonyl)-[1,1'-biphenyl]-4-amido]pyridin-3-yl}benzamido)naphthalene-1-carboxylic acid COC(=O)C1=CC=C(C=C1)C1=CC=C(C=C1)C(=O)NC1=CC=C(C=N1)C1=CC=C(C(=O)NC2=CC=C(C3=CC=CC=C23)C(=O)O)C=C1